2-methyl-4-(4-tert-butylphenyl)-5-methoxy-6-tert-butylindan-1-one CC1C(C2=CC(=C(C(=C2C1)C1=CC=C(C=C1)C(C)(C)C)OC)C(C)(C)C)=O